ClC=1C=C(C(=NC1)N)C1=CC=CC=C1 5-chloro-3-phenylpyridin-2-amine